1-[1-chloro-6-(3-chloro-1-isopropyl-1H-indazol-5-ylmethoxy)-3,4-dihydro-naphthalene-2-ylmethyl]-piperidine-4-carboxylic acid hydrochloride Cl.ClC1=C(CCC2=CC(=CC=C12)OCC=1C=C2C(=NN(C2=CC1)C(C)C)Cl)CN1CCC(CC1)C(=O)O